3-bromo-6-chloropyrazin BrC=1C=NC(=CN1)Cl